OC[C@@H]1[C@H]([C@@H]([C@@H](C(O1)O)C(F)(F)F)O)O (3S,4R,5S,6R)-6-(hydroxymethyl)-3-(trifluoromethyl)tetrahydro-2H-pyran-2,4,5-triol